N1(CCC1)C(=O)C1=CSC=2C1=NC(=CC2C(F)(F)F)N2CCN(CC2)CC(=O)NC(C)C [4-[3-(azetidine-1-carbonyl)-7-(trifluoromethyl)thieno[3,2-b]pyridin-5-yl]piperazin-1-yl]-N-isopropyl-acetamide